3-({[(1S)-6-(4-methylbenzenesulfonyl)-1,2,3,4-tetrahydronaphthalen-1-yl]methyl}amino)pyridine-4-carboxylic acid CC1=CC=C(C=C1)S(=O)(=O)C=1C=C2CCC[C@@H](C2=CC1)CNC=1C=NC=CC1C(=O)O